3-(4-(dimethoxymethyl)piperidin-1-yl)-2-nitroaniline COC(C1CCN(CC1)C=1C(=C(N)C=CC1)[N+](=O)[O-])OC